6-Methyl-9-(tetrahydro-2H-pyran-2-yl)-9H-purine CC1=C2N=CN(C2=NC=N1)C1OCCCC1